[K+].C(C(=C)C)(=O)OCC[N+](C)(C)C [2-(methacryloyloxy)-ethyl]trimethylammonium potassium